4-(4-tert-butyl-phenyl)quinoline potassium phosphonic acid salt P([O-])([O-])=O.[K+].C(C)(C)(C)C1=CC=C(C=C1)C1=CC=NC2=CC=CC=C12.[K+]